2-[6-(1-Ethyl-1,2,3,6-tetrahydropyridin-4-yl)pyridazin-3-yl]-5-(1H-pyrazol-4-yl)phenol C(C)N1CCC(=CC1)C1=CC=C(N=N1)C1=C(C=C(C=C1)C=1C=NNC1)O